FC(C=1C=C(C=C(C1)C(F)(F)F)P([C-]1C(=CC=C1)[C@@H](C1=CC=CC=C1)N(C)C)C1=CC(=CC(=C1)C(F)(F)F)C(F)(F)F)(F)F.[C-]1(C(=CC=C1)[C@@H](C1=CC=CC=C1)N(C)C)P(C1=CC(=CC(=C1)C(F)(F)F)C(F)(F)F)C1=CC(=CC(=C1)C(F)(F)F)C(F)(F)F.[Fe+2] 1,1'-bis{bis[3,5-bis(trifluoromethyl)phenyl]phosphino}-2,2'-bis[(R)-alpha-(dimethylamino)benzyl]ferrocene